7-bromo-4-hydroxy-3-nitroquinolin-2(1H)-one BrC1=CC=C2C(=C(C(NC2=C1)=O)[N+](=O)[O-])O